BrI bromoiodine